FC1=CC=C(C=C1)N1C(SCC1=O)C=1OC=CC1 3-(4-fluorophenyl)-2-(furan-2-yl)thiazolidine-4-one